1-phenylhept-2,4,6-trien-1-one C1(=CC=CC=C1)C(C=CC=CC=C)=O